NC=1C2=C(N=CN1)N(C(=C2C2=CC(=C(C=C2)OC=2C=NC=C(C2)C)OC)C2=CC=C(C=C2)NC(C=C)=O)C N-(4-(4-amino-5-(3-methoxy-4-(5-methylpyridin-3-yloxy)phenyl)-7-methyl-7H-pyrrolo[2,3-d]pyrimidin-6-yl)phenyl)acrylamide